ClC1=CC(=NC=N1)OC1CC2(C(N3[C@H](O2)CC[C@H]3C3=CC(=CC(=C3)F)F)=O)C1 (1s,3S,5'S,7a'R)-3-((6-chloropyrimidin-4-yl)oxy)-5'-(3,5-difluorophenyl)tetrahydro-3'H-spiro[cyclobutane-1,2'-pyrrolo[2,1-b]oxazol]-3'-one